CN(C1(CCC2(CN(C(N2)=O)CC(=O)OCC)CC1)C1=CC=CC=C1)C ethyl 2-(cis-8-(dimethylamino)-2-oxo-8-phenyl-1,3-diazaspiro[4.5]decan-3-yl)acetate